4-(3-isopropyl-5-(1-(tetrahydro-2H-pyran-4-yl)piperidin-4-yl)-1H-indol-2-yl)-1H-pyrazolo[3,4-b]pyridine C(C)(C)C1=C(NC2=CC=C(C=C12)C1CCN(CC1)C1CCOCC1)C1=C2C(=NC=C1)NN=C2